2-[4-(1-{N-methyl-5-[(tert-butoxy)carbonyl]-4H,5H,6H,7H-pyrazolo[1,5-a]pyrazine-3-amido}cyclopropyl)phenyl]acetic acid CN(C(=O)C=1C=NN2C1CN(CC2)C(=O)OC(C)(C)C)C2(CC2)C2=CC=C(C=C2)CC(=O)O